L-3-phenylpropionitrile C1(=CC=CC=C1)CCC#N